2-(4,4-difluoropiperidin-1-yl)-N-(4-ethyl-1H-pyrazol-3-yl)-6-methoxy-7-(3-(pyrrolidin-1-yl)propoxy)quinazolin-4-amine FC1(CCN(CC1)C1=NC2=CC(=C(C=C2C(=N1)NC1=NNC=C1CC)OC)OCCCN1CCCC1)F